ethyl 4-bromo-5-chloro-6-fluoro-1-oxo-2-phenyl-2,3-dihydro-1H-indene-2-carboxylate BrC1=C2CC(C(C2=CC(=C1Cl)F)=O)(C(=O)OCC)C1=CC=CC=C1